tert-butyl (S)-6-(2-(2,6-dioxopiperidin-3-yl)-7-methyl-1,4-dioxo-1,2,3,4-tetrahydro-5H-pyrrolo[3,4-c]pyridin-5-yl)-2-azaspiro[3.3]heptane-2-carboxylate O=C1NC(CC[C@@H]1N1CC=2C(N(C=C(C2C1=O)C)C1CC2(CN(C2)C(=O)OC(C)(C)C)C1)=O)=O